3-(5-(((tert-butyl-dimethylsilyl)oxy)methyl)-1-methyl-1H-1,2,3-triazol-4-yl)-6-methylpyridazine [Si](C)(C)(C(C)(C)C)OCC1=C(N=NN1C)C=1N=NC(=CC1)C